1-[4-(2,3-Dimethylphenyl)piperazin-1-yl]-2-{3-[4-(1H-pyrazol-4-yl)piperidin-1-carbonyl]-5,6-dihydrocyclopenta[c]pyrazol-1(4H)-yl}ethan-1-on CC1=C(C=CC=C1C)N1CCN(CC1)C(CN1N=C(C2=C1CCC2)C(=O)N2CCC(CC2)C=2C=NNC2)=O